(R)-4-(2-acryloyl-1,2,3,4-tetrahydroisoquinolin-5-yl)-3-chloro-5,6-difluoro-2-methyl-1H-indole-7-carboxamide C(C=C)(=O)N1CC2=CC=CC(=C2CC1)C1=C2C(=C(NC2=C(C(=C1F)F)C(=O)N)C)Cl